C(=O)O.F[C@H]1[C@H](CNCC1)NC1=NN=C(C=2N1C=CC2)C2=C(C=C(C=C2)C(F)(F)F)O 2-(4-(((3s,4r)-4-fluoropiperidin-3-yl)amino)pyrrolo[1,2-d][1,2,4]triazin-1-yl)-5-(trifluoromethyl)phenol formate salt